FC1=C(C=C(C(=C1)N)F)N 2,5-difluoro-p-phenylenediamine